C(C)C1(NC(N(C(C1)=O)[C@H](CCOC)C1=CC(=CC=C1)C(N[C@H]1[C@@H](C(OC2=CC=C(C=C12)F)(C)C)O)=O)=[NH2+])CC [4,4-diethyl-1-[(1R)-1-[3-[[(3S,4R)-6-fluoro-3-hydroxy-2,2-dimethyl-chroman-4-yl]carbamoyl]phenyl]-3-methoxy-propyl]-6-oxo-hexahydropyrimidin-2-ylidene]ammonium